C1(=CC=C(C=C1)CCC(=O)N)C 3-(p-tolyl)propanamide